N[C@@H]1CN(CCC1)C(=O)[O-] (3S)-3-aminopiperidine-1-carboxylate